ethyl 6-morpholinoimidazo[1,2-a]pyridine-3-carboxylate O1CCN(CC1)C=1C=CC=2N(C1)C(=CN2)C(=O)OCC